N1=NC=C(C=C1)C1=NC=C(C=N1)C(C)=O 1-(2-pyridazin-4-ylpyrimidin-5-yl)ethanone